tungsten-thorium [Th].[W]